COC1=CC=C(C=C1)C(OC[C@]1(O[C@H](COC1)N1C(NC(C(=C1)C)=O)=O)COP(CC(C#N)=O)N(C(C)C)C(C)C)(C1=CC=CC=C1)C1=CC=C(C=C1)OC 3-[[(2S,6R)-2-[[bis(4-methoxyphenyl)-phenyl-methoxy]methyl]-6-(5-methyl-2,4-dioxo-pyrimidin-1-yl)-1,4-dioxan-2-yl]methoxy-(diisopropylamino)phosphanyl]oxopropanenitrile